COC1=C(NCC#C)C=CC(=C1)C1=NN(C=N1)C 2-methoxy-4-(1-methyl-1,2,4-triazol-3-yl)-N-prop-2-ynyl-aniline